Zinc aluminium silicate [Si]([O-])([O-])([O-])[O-].[Al+3].[Zn+2]